(S)-N-(2,6-dioxopiperidin-3-yl)-5-fluoro-2H-spiro[benzofuran-3,4'-piperidine]-6-carboxamide O=C1NC(CC[C@@H]1NC(=O)C1=CC2=C(C=C1F)C1(CCNCC1)CO2)=O